C4-bromo-5-fluorobenzothiophene BrC1=C(C=CC2=C1C=CS2)F